N-(3-(1-methyl-1H-1,2,4-triazol-3-yl)phenyl)-5-((5-(1-methyl-1H-1,2,4-triazol-3-yl)pyridin-3-yl)amino)pyrazolo[1,5-a]pyrimidine-3-carboxamide CN1N=C(N=C1)C=1C=C(C=CC1)NC(=O)C=1C=NN2C1N=C(C=C2)NC=2C=NC=C(C2)C2=NN(C=N2)C